FC1=C(C=C(C=C1)F)[C@@H]1N(CCC1)C1=CC=C(C(=N1)N)[N+](=O)[O-] (R)-6-(2-(2,5-difluorophenyl)pyrrolidin-1-yl)-3-nitro-2-aminopyridine